8-((R)-1-((4-fluoro-2-(methylsulfonyl)phenyl)amino)ethyl)-3,6-dimethyl-2-((R)-tetrahydro-2H-pyran-3-yl)quinazolin-4(3H)-one FC1=CC(=C(C=C1)N[C@H](C)C=1C=C(C=C2C(N(C(=NC12)[C@@H]1COCCC1)C)=O)C)S(=O)(=O)C